FC1=CC(=C(C=C1)N1C(C(=CC=C1)C(=O)NC1=CC=C(C=C1)C1(CCC1)O)=O)OCC(F)(F)F 1-[4-fluoro-2-(2,2,2-trifluoroethoxy)phenyl]-N-[4-(1-hydroxycyclobutyl)phenyl]-2-oxo-1,2-dihydropyridine-3-carboxamide